ClC1=CC(=C(OC2=C(C=NN2C2COC2)C(=O)OCC)C(=C1)F)F Ethyl 5-(4-chloro-2,6-difluorophenoxy)-1-(oxetan-3-yl)pyrazole-4-carboxylate